5-(5-(3-(4-fluorobenzyl)-1-((2-methyl-2H-1,2,3-triazol-4-yl)sulfonyl)pyrrolidin-3-yl)-6-methyl-1H-indazol-1-yl)-1-methylpyridin-2(1H)-one FC1=CC=C(CC2(CN(CC2)S(=O)(=O)C2=NN(N=C2)C)C=2C=C3C=NN(C3=CC2C)C=2C=CC(N(C2)C)=O)C=C1